[N+](=O)([O-])[O-].[Ni+2].[Cu+2].[N+](=O)([O-])[O-].[N+](=O)([O-])[O-].[N+](=O)([O-])[O-] copper-nickel nitrate